O=C1NC=C(C(N1CC1=CC=CC=C1)=O)C(=O)NC1=CC(=CC(=C1)Cl)Cl 2,4-Dioxo-3-(benzyl)-N-(3,5-dichlorophenyl)-1,2,3,4-tetrahydropyrimidine-5-carboxamide